BrC1=CC(=C2C=NC(NC2=C1)=O)C 7-bromo-5-methyl-2-oxo-1,2-dihydroquinazolin